8-bromooctyl decyl carbonate C(OCCCCCCCCBr)(OCCCCCCCCCC)=O